C1=CC=C(C=C1)C(=O)NC(=S)N N-benzoylthiourea